BrC1=CC(=C(C=C1)C#CCN(C)C)F 3-(4-bromo-2-fluorophenyl)-N,N-dimethylprop-2-yn-1-amine